(S)-2-(3-(4-((1-(5-(3,5-difluorophenyl)-4,5-dihydro-1H-pyrazole-1-carbonyl)azetidin-3-yl)oxy)-5-fluoropyrimidin-2-yl)-1H-pyrazol-1-yl)acetamide FC=1C=C(C=C(C1)F)[C@@H]1CC=NN1C(=O)N1CC(C1)OC1=NC(=NC=C1F)C1=NN(C=C1)CC(=O)N